8-(5-(2-(dimethylamino)ethoxy)pyridin-2-yl)-N-(4-morpholinylphenyl)quinazolin-2-amine CN(CCOC=1C=CC(=NC1)C=1C=CC=C2C=NC(=NC12)NC1=CC=C(C=C1)N1CCOCC1)C